N-(2-(2-(3-chloro-4-((3,5-difluoropyridin-2-yl)methoxy-d2)-5',6-dimethyl-2-carbonyl-2H-[1,4'-bipyridin]-2'-yl)thiazol-4-yl)propan-2-yl)acetamide ClC=1C(N(C(=CC1OC([2H])([2H])C1=NC=C(C=C1F)F)C)C1=CC(=NC=C1C)C=1SC=C(N1)C(C)(C)NC(C)=O)=C=O